2-(2-trifluoromethyl-4-((5-oxo-4-(4-(trifluoromethyl)phenyl)-4,5-dihydro-1H-1,2,4-triazol-1-yl)methyl)phenoxy)acetic acid FC(C1=C(OCC(=O)O)C=CC(=C1)CN1N=CN(C1=O)C1=CC=C(C=C1)C(F)(F)F)(F)F